8-azaspiro[4.6]undecane C1CCCC12CCNCCC2